CN(C)CC=1N=C(OC1)N(CC1=CC(=CC=C1)N1CCCC1)CC1=CC(=CC=C1)OC 4-((dimethylamino)methyl)-N-(3-methoxybenzyl)-N-(3-(pyrrolidin-1-yl)benzyl)oxazol-2-amine